3-{2-[isopropyl(methyl)amino]ethyl}-1H-indol-4-yl-acetate C(C)(C)N(CCC1=CNC2=CC=CC(=C12)CC(=O)[O-])C